C(C=C)(=O)NC=1C=C(C=CC1C)C1=C(NC2=NC=C(C=C21)C(=O)NCCC2=CC=NC=C2)C2=CC=C(C=C2)N2CCN(CC2)C 3-(3-acrylamido-4-methylphenyl)-2-(4-(4-methylpiperazin-1-yl)phenyl)-N-(2-(pyridin-4-yl)ethyl)-1H-pyrrolo[2,3-b]pyridine-5-carboxamide